N-[6-(2-fluoro-5-methylphenyl)-2H,3H,4H-pyrido[3,2-b][1,4]oxazin-8-yl]pyridin-4-amine FC1=C(C=C(C=C1)C)C=1C=C(C=2OCCNC2N1)NC1=CC=NC=C1